BrC=1C=2C3=C(C(N(C3=CC1)C1C(NC(N=C1)=O)=O)=O)C=CC2 5-(6-bromo-2-oxo-benzo[cd]indol-1(2H)-yl)pyrimidine-2,4(3H,5H)-dione